2-(2-Chloro-pyrimidin-4-yl)-3-(3-methoxy-phenyl)-thiazolo[3,2-a]pyrimidin-5-one ClC1=NC=CC(=N1)C1=C(N2C(=NC=CC2=O)S1)C1=CC(=CC=C1)OC